ClC1=CC=C(C=N1)S(=O)(=O)NC=1C=CC=C2C=CC=NC12 6-chloro-N-(quinolin-8-yl)pyridine-3-sulfonamide